C(C)(C)(C)OC(=O)NCC(=O)O 2-((tert-butoxycarbonyl)amino)acetic acid